C(C)OC(CC1OC2=C(C1)C=C(C=C2[C@@H](C)NC(=O)OC(C)(C)C)F)=O 2-(7-((1R)-1-((tert-Butoxycarbonyl)amino)ethyl)-5-fluoro-2,3-dihydrobenzofuran-2-yl)acetic acid ethyl ester